BrC1=CC=CC2=C(C=CC=C12)[N+](=O)[O-] 1-bromo-5-nitronaphthalene